FC1=CC=C(C=C1)C1=C(CCC(C1)(C)C)C(=O)N1CCC(CC1)CC=1C=C2CN(C(C2=CC1)=O)C1C(NC(CC1)=O)=O 3-(5-((1-(4'-fluoro-5,5-dimethyl-3,4,5,6-tetrahydro-[1,1'-biphenyl]-2-carbonyl)piperidin-4-yl)methyl)-1-oxoisoindolin-2-yl)piperidine-2,6-dione